C(C)(C)(C)OC(=O)N1CC(C1)CN1C(C=NC2=CC(=CC=C12)C1=CC(=CC2=CC=CC=C12)O)=O 3-((6-(3-hydroxynaphthalene-1-yl)-2-oxoquinoxalin-1(2H)-yl)methyl)azetidine-1-carboxylic acid tert-butyl ester